CC(C(S(=O)(=O)C)N=NS(=O)(=O)N=NC)(C)C (2,2-dimethyl-1-methylsulfonylpropyl)-(methyldiazenyl)sulfonyldiazene